ClC=1C=C(C(=O)NC2=C3C(N(C=NC3=CC=C2)CC=2C(=NC=CC2)C(F)(F)F)=O)C=C(C1O)Cl 3,5-dichloro-4-hydroxy-N-(4-oxo-3-((2-(trifluoromethyl)pyridin-3-yl)methyl)-3,4-dihydroquinazolin-5-yl)benzamide